OCCN(CCO)CCC(=O)OCCCCO N,N-bis(2-hydroxyethyl)2-(4-hydroxybutoxycarbonyl)ethylamine